tert-butyl (R)-(1-(2-((6-((tert-butoxycarbonyl)amino)-9H-purin-9-yl)methyl)-5-chloro-3-ethylphenyl)-3-(cyclopropylcarbamoyl)pyrrolidin-3-yl)carbamate C(C)(C)(C)OC(=O)NC1=C2N=CN(C2=NC=N1)CC1=C(C=C(C=C1CC)Cl)N1C[C@](CC1)(C(NC1CC1)=O)NC(OC(C)(C)C)=O